ClC=1C=C2C(=NC1)N(N=C2I)C2OCCCC2 5-chloro-3-iodo-1-(tetrahydro-2H-pyran-2-yl)-1H-pyrazolo[3,4-b]pyridine